C1(=CC=CC=C1)[C@@H](C)NC1CCCC=2C3=CC(=CC=C3NC12)C=1C=NC(=CC1)C(F)(F)F N-((R)-1-phenylethyl)-6-(6-(trifluoromethyl)pyridin-3-yl)-2,3,4,9-tetrahydro-1H-carbazol-1-amine